17-oxo-androst-5-en-3β-ol O=C1[C@]2(C)[C@@H](CC1)[C@@H]1CC=C3C[C@H](CC[C@]3(C)[C@H]1CC2)O